FC=1C=C(C=C(C1)F)N1C=CC2=CC(=CC=C12)N 1-(3,5-difluorophenyl)-1H-indol-5-amine